FC1=C(C=CC(=C1)[C@H](C)[C@H](C(=O)N1CCN(CC1)C)NC(CC)=O)NC(CC(C)C1=CC=CC=C1)=O N-{2-fluoro-4-[(2S,3R)-4-(4-methylpiperazin-1-yl)-4-oxo-3-propionamidobutan-2-yl]phenyl}-3-phenylbutyramide